CC1=C(C=CC=C1C)N1CCN(CC1)C(CN1N=C(C2=C1CC(C2)F)C(=O)N2C[C@@H]([C@@H](CC2)O)F)=O 1-(4-(2,3-dimethylphenyl)piperazin-1-yl)-2-(5-fluoro-3-((3S,4R)-3-fluoro-4-hydroxypiperidine-1-carbonyl)-5,6-dihydrocyclopenta[c]pyrazol-1(4H)-yl)ethan-1-one